methyl 2-[2-[6-chloropyrimidine-4-oxy] phenyl]-3,3-dimethoxypropionate ClC1=CC(=NC=N1)OC1=C(C=CC=C1)C(C(=O)OC)C(OC)OC